O=C1NC(CCC1N1C(C2=CC(=C(C=C2C1=O)N1CCC(CC1)CN1CCNCC1)F)=O)=O 4-((1-(2-(2,6-dioxopiperidin-3-yl)-6-fluoro-1,3-dioxoisoindolin-5-yl)piperidin-4-yl)methyl)piperazin